FC(C1CN(CCN1CC(=O)OCC)C(=O)OC(C)(C)C)F tert-butyl 3-(difluoromethyl)-4-(2-ethoxy-2-oxoethyl)piperazine-1-carboxylate